FC(C1=NC(=NC(=N1)C(F)(F)F)N1[C@H](C=2NC3=CC=C(C=C3C2CC1)Cl)C[C@@H](CCCO)C)(F)F (4R)-5-{(1S)-2-[4,6-bis(trifluoromethyl)-1,3,5-triazin-2-yl]-6-chloro-2,3,4,9-tetrahydro-1H-pyrido[3,4-b]indol-1-yl}-4-methylpentan-1-ol